C(=O)C=1OC(=CC1)C=O 2,5-diformylfurane